C(C1=CC=CC=C1)OC(=O)N(C1=CC2=C(C=N1)N(C(N2CC2CCN(CC2)C(=O)OC(C)(C)C)=O)C)C2=C(C=C(C=C2)OC)C tert-Butyl 4-((6-(((benzyloxy)carbonyl)(4-methoxy-2-methylphenyl)amino)-3-methyl-2-oxo-2,3-dihydro-1H-imidazo[4,5-c]pyridin-1-yl)methyl)piperidine-1-carboxylate